2-methylthio-4,6-dichloro-5-nitropyrimidine CSC1=NC(=C(C(=N1)Cl)[N+](=O)[O-])Cl